o-cyanobenzyl cyanide C1=CC=C(C(=C1)CC#N)C#N